FC1=CC=2N(C=C1)N=C(N2)N[C@@H]2C[C@H](CC2)NC2=CC=C(C=N2)N2CC=1C=NC(=CC1C2=O)C 2-(6-(((1S,3S)-3-((7-fluoro-[1,2,4]triazolo[1,5-a]pyridin-2-yl)amino)cyclopentyl)amino)pyridin-3-yl)-6-methyl-2,3-dihydro-1H-pyrrolo[3,4-c]pyridin-1-one